4,5-dihydro-1H-tetrazole N1N=NNC1